7-Isopropoxy-1,3-dimethyl-5-(1-methyl-7-(1-methyl-1H-pyrazol-4-yl)-2,3-dihydropyrido[3,4-b]pyrazin-4(1H)-yl)quinolin-2(1H)-one C(C)(C)OC1=CC(=C2C=C(C(N(C2=C1)C)=O)C)N1C2=C(N(CC1)C)C=C(N=C2)C=2C=NN(C2)C